BrC1=CC2=C(N=CS2)C=C1 6-bromo-1,3-benzothiazol